C(C)OC1=CC(=NN1C1=CC=C(C=C1)CN1C2=NC(=NC=C2N(C1=N)CC(F)(F)F)C=1N(N=CC1C(F)(F)F)C)C(F)(F)F 9-[[4-[5-ethoxy-3-(trifluoromethyl)pyrazol-1-yl]phenyl]methyl]-2-[2-methyl-4-(trifluoromethyl)pyrazol-3-yl]-7-(2,2,2-trifluoroethyl)purin-8-imine